C1(CC1)[C@]1(C(N(C[C@H]1C)C=1C=2N(C=C(N1)C1=C(N=C(S1)C)C)N=CC2)=O)C#N (3R,4S)-3-cyclopropyl-1-[6-(2,4-dimethyl-1,3-thiazol-5-yl)pyrazolo[1,5-a]pyrazin-4-yl]-4-methyl-2-oxopyrrolidine-3-carbonitrile